NC1=C(C(=NC(=C1F)C1=CC=C2C=CNC2=C1F)C(=O)[O-])Cl.[Na+] sodium 4-amino-3-chloro-5-fluoro-6-(7-fluoro-1H-indol-6-yl)pyridine-2-carboxylate